2,3-dihydro-2,3,3-trimethyl-naphtho[1,2-b]furan-4,5-dione CC1C(C2=C(O1)C1=CC=CC=C1C(C2=O)=O)(C)C